potassium-barium [Ba].[K]